BrC1=NN(C=C1CC=1N=C2N(C=C(C=C2)C2CCNCC2)C1)C 4-(2-((3-bromo-1-methyl-1H-pyrazol-4-yl)methyl)imidazo[1,2-a]pyridin-6-yl)piperidine